(R)-3-(tert-butyl)-N-(1-(4-(6-chloropyrimidin-4-yl)-3-fluoro-2-methylphenyl)ethyl)-1,2,4-oxadiazole-5-carboxamide C(C)(C)(C)C1=NOC(=N1)C(=O)N[C@H](C)C1=C(C(=C(C=C1)C1=NC=NC(=C1)Cl)F)C